BrC=1C=CC(=C(C1)S(=O)(=O)N1CCC2(C[C@@H](CO2)N(C(OC(C)(C)C)=O)C[C@@H](COC2=CC(=CC=C2)S(NC)(=O)=O)O)CC1)OCC tert-butyl ((S)-8-((5-bromo-2-ethoxyphenyl)sulfonyl)-1-oxa-8-azaspiro[4.5]decan-3-yl)((S)-2-hydroxy-3-(3-(N-methylsulfamoyl)phenoxy)propyl)carbamate